2,3-difluoro-4-(trans-4-propylcyclohexyl)butoxybenzene FC(COC1=CC=CC=C1)C(C[C@@H]1CC[C@H](CC1)CCC)F